3-(dipropylamino)-phenyl-methyl mercaptan C(CC)N(C=1C=C(C=CC1)CS)CCC